N-ethyl-N-[(4-fluorophenyl)methyl]-6-methyl-4-[(1-methylcyclopropyl)amino]furo[2,3-d]pyrimidine-5-carboxamide C(C)N(C(=O)C1=C(OC=2N=CN=C(C21)NC2(CC2)C)C)CC2=CC=C(C=C2)F